CC(COC=1C=C(C=C(C1)F)C1=CC=C(C(=N1)N1[C@H](CC[C@H]1C)C)C(=O)NS(=O)(=O)C=1C(NC=CC1)=O)(C)C 6-[3-(2,2-Dimethylpropoxy)-5-fluorophenyl]-2-[(2S,5R)-2,5-dimethylpyrrolidin-1-yl]-N-[(2-oxo-1H-pyridin-3-yl)sulfonyl]pyridin-3-carboxamid